FC(S(=O)(=O)NC1=C(C=C(C=C1)C1=NNC(=C1C(=O)N)NC1=NC=CN=C1)C[C@@H](COC)C1=CC=C(C=C1)F)F (R)-3-(4-((difluoromethyl)sulfonamido)-3-(2-(4-fluorophenyl)-3-methoxypropyl)phenyl)-5-(pyrazin-2-ylamino)-1H-pyrazole-4-carboxamide